tert-butyl (2-amino-4-methyl-5-(4-(4-methylpiperazin-1-yl)piperidin-1-yl)phenyl)(methyl)carbamate NC1=C(C=C(C(=C1)C)N1CCC(CC1)N1CCN(CC1)C)N(C(OC(C)(C)C)=O)C